N1CCC(C=C1)B(O)O tetrahydropyridine-4-boronic acid